OCC1=CC=C(CN2CCCC2)O1 1-[5'-(hydroxymethyl)furfuryl]pyrrolidine